Benzyl 3,3-dimethyl-4-[[4-[[1-(2,2,2-trifluoroacetyl)-4-piperidyl]oxy]cyclohexyl]methyl]piperazine-1-carboxylate CC1(CN(CCN1CC1CCC(CC1)OC1CCN(CC1)C(C(F)(F)F)=O)C(=O)OCC1=CC=CC=C1)C